methylenebis(di-n-butyldithiocarbamate) C(N(C([SH-]CCCC)=S)CCCC)N(C([SH-]CCCC)=S)CCCC